tetramethylolethylurea C(O)C(C(CO)(CO)CO)NC(=O)N